ClCCCOC=1C2=CC=CC=C2C(=C2C=CC=CC12)OCCCCl 9,10-bis(3-chloropropoxy)anthracene